ClC[C@H](COC1=C(C=C(C=C1)S(=O)(=O)C1=CC(=C(C=C1)OC[C@@H](CN1C=NC=C1)O)Cl)Cl)O (S)-1-chloro-3-(2-chloro-4-((3-chloro-4-((R)-2-hydroxy-3-(1H-imidazol-1-yl)propoxy)phenyl)sulfonyl)phenoxy)propan-2-ol